ClC1=C(C=NN1C1CCS(CC1)(=NCC)=O)NC1=NC=C(C(=N1)OCC1CCN(CC1)C)C(F)(F)F (1s,4s)-4-(5-chloro-4-((4-((1-methylpiperidin-4-yl)methoxy)-5-(trifluoromethyl)pyrimidin-2-yl)amino)-1H-pyrazol-1-yl)-1-(ethylimino)hexahydro-1λ6-thiopyran 1-oxide